N-(4-[4-amino-2-ethoxymethyl-7-(pyridin-3-yl)-1H-imidazo[4,5-c]quinolin-1-yl]butyl)-N'-propylurea NC1=NC=2C=C(C=CC2C2=C1N=C(N2CCCCNC(=O)NCCC)COCC)C=2C=NC=CC2